3-(4-chloro-3-pyridinyl)-3,6-diazabicyclo[3.2.1]octane-6-carboxylic acid tert-butyl ester C(C)(C)(C)OC(=O)N1C2CN(CC(C1)C2)C=2C=NC=CC2Cl